OCCSC=1C=C(C=C(C1)SCCO)C[C@@H](C(=O)O)NC(=O)OC(C)(C)C (2S)-3-[3,5-bis(2-hydroxyethylsulfanyl)phenyl]-2-(tert-butoxycarbonylamino)propanoic acid